N1C=C(C2=CC=CC=C12)C[C@H](CCCC)NC(=O)C1=CC=2C=NC(=CC2S1)N1CCN(CC1)C (S)-N-(1-(1H-indol-3-yl)hexan-2-yl)-6-(4-methylpiperazin-1-yl)thieno[3,2-c]pyridine-2-carboxamide